2-(4-Aminophenyl)ethylammonia NC1=CC=C(C=C1)CCN